Cl.C(C1=CC=CC=C1)OC(=O)[C@H]1NC[C@@H](C1)CC1=CC=C(C=C1)C(F)(F)F (2S,4R)-4-(4-(trifluoromethyl)benzyl)pyrrolidine-2-carboxylic acid benzyl ester hydrochloride